C(C)(C)(C)C1=CC=CC(=N1)[C@H]1CC2(CN(C2)C(=O)C2CC(C2)(C)O)CC1 |r| (rac)-(6-(6-(tert-Butyl)pyridin-2-yl)-2-azaspiro[3.4]octan-2-yl)((1s,3s)-3-hydroxy-3-methylcyclobutyl)methanone